N-(2-cyclopropyl-4-fluorophenyl)-N-(7-nitrobenzo[c][1,2,5]oxadiazol-4-yl)cyclopentanamide C1(CC1)C1=C(C=CC(=C1)F)N(C(=O)C1CCCC1)C1=CC=C(C2=NON=C21)[N+](=O)[O-]